2,3-dihydroxypropan-1-yl 18-hydroxy-9,10-dihydroxyoctadecanoate OCCCCCCCCC(C(CCCCCCCC(=O)OCC(CO)O)O)O